C(C1=CC=CC=C1)OCC1=NN(C(N1CC)=O)C=1N(C(C2=CC=CC=C2C1C(=C)C(F)(F)F)=O)C1=C(C=CC=C1F)Cl (3-((benzyloxy)methyl)-4-ethyl-5-oxo-4,5-dihydro-1H-1,2,4-triazol-1-yl)-2-(2-chloro-6-fluorophenyl)-4-(3,3,3-trifluoroprop-1-en-2-yl)isoquinoline-1(2H)-one